C(C)(=O)OCC12CC3CC(CC(C1)C3)C2 Adamantan-1-ylmethyl acetate